vanillyl-vanillic acid C(C1=CC(OC)=C(O)C=C1)C1=C(C(=O)O)C=CC(=C1OC)O